N1C=NC(=C1)CC1=CC=NC=C1 4-(1H-imidazol-4-ylmethyl)pyridine